1-hydroxyethyl-2,3-dimethylimidazole p-toluenesulfonate salt CC1=CC=C(C=C1)S(=O)(=O)O.OC(C)C=1N(C(=NC1)C)C